C(C)C=1C=CC(=[N+](C1)[O-])C=C 5-ethyl-2-vinylpyridine-1-oxide